BrC=1C=C(C=CC1)C1=C(C(=O)OCC)C(=CC(=N1)C1=CC=CC=C1)C1=CC=CC=C1 ethyl 2-(3-bromophenyl)-4,6-diphenylnicotinate